CO[Si](C)(C)N([SiH2]CCl)[Si](OC)(C)C bis[methoxydimethylsilyl](chloromethylsilyl)amine